(S)-6-(3-ethylmorpholino)quinoline-4-carboxylic acid C(C)[C@H]1COCCN1C=1C=C2C(=CC=NC2=CC1)C(=O)O